tert-butyl 5-bromopyrazolo[3,4-b]pyridine-1-carboxylate BrC=1C=C2C(=NC1)N(N=C2)C(=O)OC(C)(C)C